O=C(COCC1C(CCC1)C=1C=C(C(NC1)=O)C(F)(F)F)N1CCN(CC1)C1=NC=C(C=N1)C(F)(F)F 5-(2-((2-oxo-2-(4-(5-(trifluoromethyl)pyrimidin-2-yl)piperazin-1-yl)ethoxy)methyl)cyclopentyl)-3-(trifluoromethyl)pyridin-2(1H)-one